O1CC(CC2=C1C=CC=C2)C2=NC1=C(N2)C=C(C=C1F)C1=CN=CO1 2-(3,4-dihydro-2H-1-benzopyran-3-yl)-4-fluoro-6-(1,3-oxazol-5-yl)-1H-1,3-benzodiazole